tert-Butyl 3-(4-(((5-(tert-butyl)-4-chloro-2-hydroxyphenyl)amino)methyl)furan-2-carboxamido)azetidine-1-carboxylate C(C)(C)(C)C=1C(=CC(=C(C1)NCC=1C=C(OC1)C(=O)NC1CN(C1)C(=O)OC(C)(C)C)O)Cl